BrC1=C(C=CC=C1)C(CCCCCN1C(C2=CC=CC=C2C1=O)=O)=O 2-[6-(2-bromophenyl)-6-oxo-hexyl]isoindoline-1,3-dione